5-amino-2-({3-[(2R)-2-(4-chlorophenyl)propyl]-1,2,4-oxadiazol-5-yl}methyl)-4-methylpyridazin-3-one NC1=C(C(N(N=C1)CC1=NC(=NO1)C[C@@H](C)C1=CC=C(C=C1)Cl)=O)C